2-(aminomethyl)-4-bromo-3-fluoroaniline NCC1=C(N)C=CC(=C1F)Br